C(C)(C)(C)OC([C@H](CCCCNC([C@H](CC1=CC2=CC=CC=C2C=C1)NC1=C(C(C1=O)=O)OCC)=O)NC(=O)N[C@@H](CCC(=O)OC(C)(C)C)C(=O)OC(C)(C)C)=O di-tert-butyl (((S)-1-(tert-butoxy)-6-((S)-2-((2-ethoxy-3,4-dioxocyclobut-1-en-1-yl) amino)-3-(naphthalen-2-yl) propanamido)-1-oxohexan-2-yl) carbamoyl)-L-glutamate